3-amino-2-fluoro-N-[4-[1,2,2,2-tetrafluoro-1-(trifluoromethyl)ethyl]-2,6-di(trifluoromethyl)phenyl]benzamide NC=1C(=C(C(=O)NC2=C(C=C(C=C2C(F)(F)F)C(C(F)(F)F)(C(F)(F)F)F)C(F)(F)F)C=CC1)F